FC=1C=C(C=CC1F)N1C(=C(C2=CC(=CC=C12)O)C1=CC(CCC1)C(=O)O)C1CCOCC1 3-[1-(3,4-difluorophenyl)-5-hydroxy-2-tetrahydropyran-4-yl-indol-3-yl]cyclohex-2-ene-1-carboxylic acid